acryloyloxyethyl-dimethyl-ethoxysilane C(C=C)(=O)OCC[Si](OCC)(C)C